4-Chloro-N-(2-chloro-3-{(4S)-2-imino-4-methyl-1-[(2R*,4R*)-2-methyltetrahydropyran-4-yl]-6-oxo-hexahydropyrimidin-4-yl}phenyl)-3-cyanobenzamide trifluoroacetic acid salt FC(C(=O)O)(F)F.ClC1=C(C=C(C(=O)NC2=C(C(=CC=C2)[C@]2(NC(N(C(C2)=O)[C@H]2C[C@H](OCC2)C)=N)C)Cl)C=C1)C#N |o1:28,30|